(S)-N-(2,2-difluoro-1-(2-(3-((2-methoxy-4-(methylsulfonyl)phenyl)amino)prop-1-yn-1-yl)-3-(2,2,2-trifluoroethyl)imidazo[1,2-a]pyridin-8-yl)ethyl)-1-methyl-1H-pyrazol-5-amine FC([C@H](C=1C=2N(C=CC1)C(=C(N2)C#CCNC2=C(C=C(C=C2)S(=O)(=O)C)OC)CC(F)(F)F)NC2=CC=NN2C)F